N-(2-(2,6-dioxopiperidin-3-yl)-1-oxoisoindolin-5-yl)-2-(trifluoromethyl)benzamide O=C1NC(CCC1N1C(C2=CC=C(C=C2C1)NC(C1=C(C=CC=C1)C(F)(F)F)=O)=O)=O